ethyl 2-(1-(2-ethyl-4-fluoro-6-(5-(hydroxymethyl)-1-methyl-1H-1,2,3-triazol-4-yl)pyridin-3-yl)piperidin-3-yl)acetate C(C)C1=NC(=CC(=C1N1CC(CCC1)CC(=O)OCC)F)C=1N=NN(C1CO)C